N-(4-iodophenyl)-4-chlorobenzenesulfonamide IC1=CC=C(C=C1)NS(=O)(=O)C1=CC=C(C=C1)Cl